(2R,3R,4R,5R)-5-(2-amino-6-(methylamino)-9H-purin-9-yl)-4-fluoro-2-(((bis-((pivaloyloxy)methoxy)phosphoryl)oxy) methyl)-4-methyltetrahydrofuran-3-yl 3-methylbutanoate CC(CC(=O)O[C@@H]1[C@H](O[C@H]([C@]1(C)F)N1C2=NC(=NC(=C2N=C1)NC)N)COP(=O)(OCOC(C(C)(C)C)=O)OCOC(C(C)(C)C)=O)C